6-(4-hydroxyphenoxy)-2,4-bis(n-octylthio)-1,2,5-triazine OC1=CC=C(OC2=NC(=CN(N2)SCCCCCCCC)SCCCCCCCC)C=C1